copper-nickel-iron [Fe].[Ni].[Cu]